C(=O)=C1C(C(OC1)C(=O)O)=C=O dicarbonyl-furancarboxylic acid